C(=O)(O)C(O)C(O)C(=O)O.C(C)N(C(=O)[C@H]1CN([C@@H]2CC=3C4=C(C2=C1)C=CC=C4NC3)CCC3=CC(=CC=C3)OC)CC.C(C)N(C(=O)[C@H]3CN([C@@H]4CC=1C2=C(C4=C3)C=CC=C2NC1)CCC1=CC(=CC=C1)OC)CC (6aR,9R)-N,N-diethyl-7-(3-methoxyphenethyl)-4,6,6a,7,8,9-hexahydroindolo[4,3-fg]quinoline-9-carboxamide hemitartrate